Cl.C(C)(C)NC(=O)C1(CC=C(C=C1)C)NNC N-isopropyl-p-(2-methylhydrazino)-p-toluamide monohydrochloride